(S)-N-((S)-7-bromo-3,8-difluorochroman-4-ylidene)-2-methylpropane-2-sulfinamide BrC1=CC=C2C([C@@H](COC2=C1F)F)=N[S@@](=O)C(C)(C)C